N-(2-(4,4-difluorocyclohexyl)-4-(2,5-difluorophenyl)pyridin-3-yl)-2-(dimethylamino)acetamide FC1(CCC(CC1)C1=NC=CC(=C1NC(CN(C)C)=O)C1=C(C=CC(=C1)F)F)F